CC1=NC(=CC(=C1NC(CCCCCC)=O)C)N1CCOCC1 Heptanoic acid (2,4-dimethyl-6-morpholin-4-yl-pyridin-3-yl)-amide